(S)-5-(benzyloxy)-6-methoxy-2-(quinazolin-4-yl)-1,2,3,4-tetrahydroisoquinoline-3-carboxylic acid C(C1=CC=CC=C1)OC1=C2C[C@H](N(CC2=CC=C1OC)C1=NC=NC2=CC=CC=C12)C(=O)O